CC1=CC=C(C=C1)S(=O)(=O)OCCCCCOC1=NC(=CC=C1F)C#N 5-[(6-cyano-3-fluoro-2-pyridyl)oxy]pentyl 4-methylbenzenesulfonate